C(C)N(C(=O)NC1=NC=C(C=C1)C=1OC=CN1)C[C@H](C(F)(F)F)O 1-ethyl-3-(5-oxazol-2-yl-2-pyridinyl)-1-[(2R)-3,3,3-trifluoro-2-hydroxy-propyl]urea